4-(5-(furan-2-yl)-2-methoxyphenyl)-7-methoxyquinazoline-4,6-diamine O1C(=CC=C1)C=1C=CC(=C(C1)C1(NC=NC2=CC(=C(C=C12)N)OC)N)OC